(4-fluorobenzylidene)-2,4-thiazolidinedione FC1=CC=C(C=C2C(NC(S2)=O)=O)C=C1